BrC1=NN(C(=N1)C[C@@H](C(=O)OCC)N=C(C1=CC=CC=C1)C1=CC=CC=C1)C=C ethyl (S)-3-(3-bromo-1-vinyl-1H-1,2,4-triazol-5-yl)-2-((diphenylmethylene)amino)propanoate